1-(2-((4-(dimethylamino) butanoyl) oxy)-3-(((9e,12e)-octadeca-9,12-dienoyl) oxy) propyl) 9-(2-hexyldecyl) azelate C(CCCCCCCC(=O)OCC(CCCCCCCC)CCCCCC)(=O)OCC(COC(CCCCCCC\C=C\C\C=C\CCCCC)=O)OC(CCCN(C)C)=O